1-(3-(1,3-Dioxolan-2-yl)-5,6-dimethylpyridin-2-yl)-3-methylbutan-2-one O1C(OCC1)C=1C(=NC(=C(C1)C)C)CC(C(C)C)=O